C1(=CC=CC=C1)C(NC(C)=O)C1=NC2=CC=CC=C2C=C1 N-(phenyl-(quinolin-2-yl)methyl)acetamide